(5aR,8aR)-5-Oxo-5,5a,6,7,8,8a-hexahydro-4H-pyrrolo[3,4-d]thieno[3,2-b]pyridin-7-ium chloride [Cl-].O=C1[C@@H]2[C@@H](C3=C(N1)C=CS3)C[NH2+]C2